tert-butyl (7S,8aS)-7-((Z)-3-([1,2,4]triazolo[1,5-a]pyridin-8-yl)allyl)-6-oxohexahydropyrrolo[1,2-a]pyrazine-2(1H)-carboxylate N=1C=NN2C1C(=CC=C2)\C=C/C[C@H]2C[C@@H]1N(CCN(C1)C(=O)OC(C)(C)C)C2=O